C(=C)C1=CN(C=C1C=C)C 3,4-divinyl-1-methylpyrrole